FC=1C=C(N)C(=CC1)[Se][Se]C1=CC=C(C=C1N)F 6,6'-diseleno-bis(3-fluoroaniline)